tert-butyl N-[5-[benzyl(propyl)amino]pentyl]carbamate C(C1=CC=CC=C1)N(CCCCCNC(OC(C)(C)C)=O)CCC